FC=1C=CC(=C(C1)[C@H](C(NC=1SC=CN1)=O)NC(OC(C)(C)C)=O)OC |r| tert-Butyl [(1RS)-1-(5-fluoro-2-methoxyphenyl)-2-oxo-2-(thiazol-2-ylamino)ethyl]carbamate